OC(COC1=CC=C(C=C1)C(C)(C)C1=CC=C(C=C1)OCC(COC(C(=C)C)=O)O)COC(C(=C)C)=O bis[4-(2-hydroxy-3-methacryloyloxypropoxy)phenyl]propane